N-cyclopropyl-N,6-dimethyl-4H,5H,6H,7H-pyrazolo[1,5-a]pyrazine-3-carboxamide hydrochloride Cl.C1(CC1)N(C(=O)C=1C=NN2C1CNC(C2)C)C